C1(=CC=CC=C1)C=1NC(=CC1)C1=CC=CC=C1 2,5-diphenyl-1H-pyrrole